7-bromo-6-fluoro-2-methylbenzo[d]isothiazol BrC1=C(C=CC=2CN(SC21)C)F